5-[2-chloro-6-cyano-4-[1-methyl-1-[4-[(2-methylsulfanylpyrimidin-4-yl)methoxy]phenyl]ethyl]phenoxy]-N-[2-(2,6-dioxo-3-piperidyl)-1,3-dioxo-isoindolin-5-yl]-4,4-difluoro-pentanamide ClC1=C(OCC(CCC(=O)NC=2C=C3C(N(C(C3=CC2)=O)C2C(NC(CC2)=O)=O)=O)(F)F)C(=CC(=C1)C(C)(C1=CC=C(C=C1)OCC1=NC(=NC=C1)SC)C)C#N